2-(1H-imidazol-2-yl)-propan-2-amine hydrochloride Cl.N1C(=NC=C1)C(C)(C)N